((5-(5-Fluoropyridin-2-yl)oxazol-2-yl)amino)-N'-hydroxypyridinecarboxamidine FC=1C=CC(=NC1)C1=CN=C(O1)NC=1C(=NC=CC1)C(=NO)N